FC=1SC(=CC1)F 2,5-difluorothiophene